BrC=1C=C2C=C(N(C2=CC1)C(=O)OC(C)(C)C)CBr tert-butyl 5-bromo-2-(bromomethyl)indole-1-carboxylate